2-[[3-amino-1-(3-thienyl)propyl]amino]-6-(5,6-dimethoxybenzimidazol-1-yl)pyridine-3-carboxylic acid hydrochloride Cl.NCCC(C1=CSC=C1)NC1=NC(=CC=C1C(=O)O)N1C=NC2=C1C=C(C(=C2)OC)OC